N1N=CC(=C1)CCNC1=NC(=NC(=C1C)C)C(=O)NCC=1SC=CC1 4-((2-(1H-pyrazol-4-yl)ethyl)amino)-5,6-dimethyl-N-(thiophen-2-ylmethyl)pyrimidine-2-carboxamide